O1C(COCC1)C(=O)[O-] dioxanate